C(C=C)(=O)OCCCCOC1=CC(=C(C(=O)OC2=CC(=C(C=C2)OC(C2=CC=C(C=C2)OCCCCOC(C=C)=O)=O)OC)C=C1C)C 4-({4-[4-(acryloyloxy) butoxy] benzoyl} oxy)-3-methoxyphenyl 4-[4-(acryloyloxy)-butoxy]-2,5-dimethylbenzoate